3-([1,1'-biphenyl]-2-ylmethyl)-8-bromo-6-chloroquinazolin-4(3H)-one C1(=C(C=CC=C1)CN1C=NC2=C(C=C(C=C2C1=O)Cl)Br)C1=CC=CC=C1